phenyl-1,2-dihydroquinolin-6-amine C1(=CC=CC=C1)N1CC=CC2=CC(=CC=C12)N